(S)-1-(3-(2-((6-(4-methylpiperazin-1-yl)pyridin-3-yl)amino)quinazolin-8-yl)piperidin-1-yl)prop-2-en-1-one CN1CCN(CC1)C1=CC=C(C=N1)NC1=NC2=C(C=CC=C2C=N1)[C@H]1CN(CCC1)C(C=C)=O